(R)-7-((S)-4-acryloyl-2-methylpiperazin-1-yl)-9-chloro-10-(1-methyl-1H-indazol-7-yl)-2,3-dihydro-5H-[1,4]thiazino[2,3,4-ij]quinazolin-5-one C(C=C)(=O)N1C[C@@H](N(CC1)C1=NC(N2C3=C(C(=C(C=C13)Cl)C=1C=CC=C3C=NN(C13)C)SCC2)=O)C